6-[3-(5-cyano-2-methylpyridine-3-sulfonamido)-2,6-difluorophenyl]-N-methylimidazo[1,5-a]pyridine-1-carboxamide C(#N)C=1C=C(C(=NC1)C)S(=O)(=O)NC=1C(=C(C(=CC1)F)C=1C=CC=2N(C1)C=NC2C(=O)NC)F